Ethyl-3,3-dimethyloxirane-2-carboxylate C(C)OC(=O)C1OC1(C)C